6-((1R,5S,6r)-6-(trifluoromethyl)-3-azabicyclo[3.1.0]hexan-3-yl)quinoline-4-carboxylic acid FC(C1[C@H]2CN(C[C@@H]12)C=1C=C2C(=CC=NC2=CC1)C(=O)O)(F)F